C(CCC)[Si](C1=CC=CC=C1)(C1=CC=CC=C1)Cl butylchlorodiphenylsilane